NC1=NC(=C(C(=C1C#N)C1=NC=C(C=C1)OC(CO)(F)F)C#N)SCC=1C=NC=CC1 2'-amino-5-(1,1-difluoro-2-hydroxyethoxy)-6'-((pyridin-3-ylmethyl)thio)-[2,4'-bipyridine]-3',5'-dicarbonitrile